6-(2-bromoacetamido)pyridine-3-carboxylic acid tert-butyl ester C(C)(C)(C)OC(=O)C=1C=NC(=CC1)NC(CBr)=O